2-((2S*,4S*)-2-(Aminomethyl)-5-chloro-2-phenyl-2,3-dihydrobenzofuran-4-yl)-3-fluorobenzamide NC[C@@]1(OC2=C(C1)C(=C(C=C2)Cl)C2=C(C(=O)N)C=CC=C2F)C2=CC=CC=C2 |o1:2|